5,6,7,8-tetrahydroimidazo[1,2-a]pyridin-8-yl 2-(3,5-dichlorophenyl)benzo[d]oxazole-6-carboxylate ClC=1C=C(C=C(C1)Cl)C=1OC2=C(N1)C=CC(=C2)C(=O)OC2C=1N(CCC2)C=CN1